CC1=CC=C(C=C1)S(=O)(=O)C(=[N+]=[N-])S(=O)(=O)C1=CC2=CC=CC=C2C=C1 4-methylphenylsulfonyl-2-naphthylsulfonyldiazomethane